(S)-3-(1-(5-(difluoromethyl)pyridin-3-yl)pyrrolidin-3-yl)-4-methyl-N-(5-(trifluoromethyl)pyridin-3-yl)benzamide FC(C=1C=C(C=NC1)N1C[C@@H](CC1)C=1C=C(C(=O)NC=2C=NC=C(C2)C(F)(F)F)C=CC1C)F